Barium nitride [N-]=[Ba].[N-]=[Ba].[Ba+2]